CC(=C)C1=CC=CC=C1 t-alpha-methyl-styrene